(R)-8-(4-acryloylpiperazin-1-yl)-11-(2-amino-7-fluorobenzo[d]thiazol-4-yl)-10-(trifluoromethyl)-2H-spiro[[1,4]thiazepino[2,3,4-ij]quinazoline-3,1'-cyclobutan]-6(4H)-one C(C=C)(=O)N1CCN(CC1)C1=NC(N2C3=C(C(=C(C=C13)C(F)(F)F)C1=CC=C(C3=C1N=C(S3)N)F)SCC3(CCC3)C2)=O